Europium-dysprosium [Dy].[Eu]